C(C)(=O)OC1=CC1 cycloprop-1-en-1-yl acetate